1-(5-Methoxy-1-(1-(4-methoxybenzyl)-2,6-dioxopiperidin-3-yl)-3-methyl-2-oxo-2,3-dihydro-1H-benzo[d]imidazol-4-yl)piperidine-4-carbaldehyde COC1=C(C2=C(N(C(N2C)=O)C2C(N(C(CC2)=O)CC2=CC=C(C=C2)OC)=O)C=C1)N1CCC(CC1)C=O